FC=1C(=CC(=C(C#N)C1)C1=CC(=NO1)CO)OC 5-Fluoro-2-(3-(hydroxymethyl)isoxazol-5-yl)-4-methoxybenzonitrile